C(C1=CC=CC=C1)OC(=O)N1CCC=2C=CC=NC2C1 5,8-dihydro-1,7-naphthyridine-7(6H)-carboxylic acid benzyl ester